1-methoxy-1-oxopentadecane-2-sulfonic acid sodium salt [Na+].COC(C(CCCCCCCCCCCCC)S(=O)(=O)[O-])=O